1,3-dimethylimidazole-2-selenone CN1C(N(C=C1)C)=[Se]